COC(\C=C\C1=CC(=CC=C1)CN1N=C(C=C1)C1=CC(=CC=C1)OC=1C(=C2C=CNC2=CC1)CO)=O (E)-3-(3-((3-(3-((4-(hydroxymethyl)-1H-indol-5-yl)oxy)phenyl)-1H-pyrazol-1-yl)methyl)phenyl)acrylic acid methyl ester